5-(methylamino)-3-[4-[(1S,4S)-5-methyl-2,5-diazabicyclo[2.2.1]hept-2-yl]anilino]-6-(3-methylimidazo[4,5-c]pyridin-7-yl)pyrazine-2-carboxamide CNC=1N=C(C(=NC1C=1C2=C(C=NC1)N(C=N2)C)C(=O)N)NC2=CC=C(C=C2)N2[C@@H]1CN([C@H](C2)C1)C